Cl.NC=1C(N(C=CC1)C1CCC(CC1)OC)=O 3-amino-1-((1r,4r)-4-methoxycyclohexyl)pyridin-2(1H)-one hydrochloride